C(C)(C)(C)OC(NC1=CC(=CC(=C1)C#N)N)=O (3-Amino-5-cyanophenyl)carbamic acid tert-butyl ester